BrC=1C=C2C(=NN(C2=CC1)C1COCCC1)CO (5-bromo-1-(tetrahydro-2H-pyran-3-yl)-1H-indazol-3-yl)methanol